4-aminoazobenzene-4'-sulfonic acid C1=CC(=CC=C1N)N=NC2=CC=C(C=C2)S(=O)(=O)O